(R)-N-(3-(3,6-dichloropyridazin-4-yl)propyl)-1-methylpiperidin-3-amine ClC=1N=NC(=CC1CCCN[C@H]1CN(CCC1)C)Cl